FC1=CC=C(C2=C1C=CO2)C(=O)N2[C@@H](C=1N(CC2)C(=NC1NC(C)=O)C1=NC(=NS1)C)C (R)-N-(7-(4-fluorobenzofuran-7-carbonyl)-8-methyl-3-(3-methyl-1,2,4-thiadiazol-5-yl)-5,6,7,8-tetrahydroimidazo[1,5-a]pyrazin-1-yl)acetamide